FC1=CC=C(C=C1)COC=1C=C(C=CC1[N+](=O)[O-])B1OC(C(O1)(C)C)(C)C 2-(3-((4-fluorophenyl)methoxy)-4-nitrophenyl)-4,4,5,5-tetramethyl-1,3,2-dioxaborolane